Cl.C(C)OC(CC(=N)OCC)=O.CC=1C(=NON1)C=1NC(=NN1)CC(=O)OCC ethyl 2-[5-(4-methyl-1,2,5-oxadiazol-3-yl)-4H-1,2,4-triazol-3-yl]acetate Ethyl-3-ethoxy-3-imino-propanoate hydrochloride